C[Si]1(O[Si](O[Si](O[Si](O1)(C)C=C)(C)C=C)(C)C=C)C=C 1,3,5,7-tetravinyltetramethylcyclotetrasiloxane